1-ethyl-3-(β-D-glucopyranosyloxy)-4-[(4-isopropoxyphenyl)methyl]-5-methylpyrazole C(C)N1N=C(C(=C1C)CC1=CC=C(C=C1)OC(C)C)O[C@H]1[C@H](O)[C@@H](O)[C@H](O)[C@H](O1)CO